COC=1C=C2C(=NC(=NC2=CC1OCCCN1CCCC1)C=1OC(=CN1)C)NC1CCOCC1 6-methoxy-2-(5-methyloxazol-2-yl)-7-(3-(pyrrolidin-1-yl)propoxy)-N-(tetrahydro-2H-pyran-4-yl)quinazolin-4-amine